C(\C=C\C(=O)[O-])(=O)OC=CCC butenyl fumarate